α-[(1R,2R)-2-carboxycyclopropyl]-9H-xanthene-9-propanoic acid C(=O)(O)[C@H]1[C@@H](C1)C(C(=O)O)CC1C2=CC=CC=C2OC=2C=CC=CC12